C(C1=CC=CC=C1)(=O)OCC(C(C)C)O Benzoic acid, 2-hydroxy-3-methylbutyl ester